((3aR,4R,6R,6aR)-6-(6-chloro-4-((cyclopentyloxy)amino)-1H-pyrazolo[3,4-d]pyrimidin-1-yl)-2,2-dimethyltetrahydrofuro[3,4-d][1,3]dioxol-4-yl)methanol ClC1=NC(=C2C(=N1)N(N=C2)[C@@H]2O[C@@H]([C@@H]1[C@H]2OC(O1)(C)C)CO)NOC1CCCC1